[N+](=O)([O-])C=1C(=CC2=C(C1)C=1C(=NC=CC1)O2)C(=O)OC methyl 6-nitrobenzofuro[2,3-b]pyridine-7-carboxylate